C1(CCCCCCC1)C(C(NC1=CC=C2C(=C1)NC(C21CCOCC1)=O)=O)NC(=O)C=1C(=NOC1)C(F)(F)F N-{1-Cyclooctyl-2-oxo-2-[(2-oxospiro[1H-indole-3,4'-oxane]-6-yl)amino]ethyl}-3-(trifluoromethyl)isoxazole-4-carboxamide